6-isopropyl-2-(2-methyl-4-(oxetan-3-yl)piperazin-1-yl)-4H-pyrrolo[3,2-d]Thiazole C(C)(C)C1=CNC2=C1N=C(S2)N2C(CN(CC2)C2COC2)C